2-[(2S)-2-amino-3-(3-fluorophenyl)propyl]-1H-isoindole-1,3(2H)-dione N[C@H](CN1C(C2=CC=CC=C2C1=O)=O)CC1=CC(=CC=C1)F